C([C@@H]1[C@H]([C@H](C(=O)O1)O)O)O The molecule is a five-membered form of ribonolactone having D-configuration. It has a role as a metabolite. It is a ribonolactone and a butan-4-olide. It derives from a D-ribonic acid.